BrC=1C=C(C(=NC1)C1(CC(C1)(C#N)C)O)F 3-(5-bromo-3-fluoropyridin-2-yl)-3-hydroxy-1-methylcyclobutane-1-carbonitrile